5-(Methoxymethyl)-1-methyl-1H-pyrazol-3-amine COCC1=CC(=NN1C)N